[4-[3-(benzyloxy)propyl]quinolin-7-yl]boronic acid C(C1=CC=CC=C1)OCCCC1=CC=NC2=CC(=CC=C12)B(O)O